CN(C)CC1=CC=C(C=2N1N=CN2)B(O)O (5-((dimethylamino)methyl)-[1,2,4]triazolo[1,5-a]pyridin-8-yl)boronic acid